N-(2,6-dioxo-3-piperidyl)-5-[3-[isopropyl-(4-piperidylmethyl)amino]cyclobutoxy]pyridine-2-carboxamide O=C1NC(CCC1NC(=O)C1=NC=C(C=C1)OC1CC(C1)N(CC1CCNCC1)C(C)C)=O